N-Ethyl-N-(2-(5-fluoro-1H-indol-3-yl)ethyl)propan-1-amine C(C)N(CCC)CCC1=CNC2=CC=C(C=C12)F